C(#C)C1=C(C=C(C(=O)O)C=C1)F 4-ethynyl-3-fluorobenzoic Acid